CCCCCC1=CC=CO1 Pentylfuran